COC(=O)C=1C(=C2C(=NC1)N(C=C2)CC(=O)N2[C@@H]1C[C@@H]1C[C@H]2C(NC2=NC(=CC=C2)Br)=O)N 4-amino-1-(2-((1R,3S,5R)-3-((6-bromopyridin-2-yl)carbamoyl)-2-azabicyclo[3.1.0]Hex-2-yl)-2-oxoethyl)-1H-pyrrolo[2,3-b]Pyridine-5-carboxylic acid methyl ester